ClC1=NC(=C2C(=N1)N(N=C2)CC)NCC2=CC=C(C=C2)F 6-chloro-1-ethyl-N-[(4-fluorophenyl)methyl]pyrazolo[3,4-d]pyrimidin-4-amine